The molecule is an O-acyl-D-carnitine in which the acyl group is specified as (11E)-octadecenoyl. It has a role as a human xenobiotic metabolite. It is an O-octadecenoylcarnitine and an O-acyl-D-carnitine. It derives from a trans-vaccenic acid. CCCCCC/C=C/CCCCCCCCCC(=O)O[C@@H](CC(=O)[O-])C[N+](C)(C)C